C(CC)C1C(C2C=CC1C2)C=CCOC(C(C)C)=O.IC2=CC=C(C=C2)C(C)=O (4-iodophenyl)ethan-1-one 3-(3-propylbicyclo[2.2.1]hept-5-en-2-yl)-allyl-isobutyrate